Rel-N-(6-amino-5-methyl-3-pyridyl)-2-[(2S,5R)-5-methyl-2-(6-methyl-3-pyridyl)-1-piperidyl]-2-oxo-acetamide NC1=C(C=C(C=N1)NC(C(=O)N1[C@@H](CC[C@H](C1)C)C=1C=NC(=CC1)C)=O)C |o1:12,15|